2-[4-((1H-1,2,4-triazol-1-yl)methyl)phenyl]hydrazine N1(N=CN=C1)CC1=CC=C(C=C1)NN